CC1C(C(=O)OC1=O)C dimethyl-succinic acid anhydride